F[C@H]1CN(CC[C@H]1OC)C1=NC=CC(=N1)NC1=CC=2C(=C(N=NC2C2N(CCC2)C(C=C)=O)N2CC(C2)CS(=O)(=O)C)C=N1 1-(2-(7-((2-((3S,4R)-3-fluoro-4-methoxypiperidin-1-yl)pyrimidin-4-yl)amino)-4-(3-((methylsulfonyl)methyl)azetidin-1-yl)pyrido[3,4-d]pyridazin-1-yl)pyrrolidin-1-yl)prop-2-en-1-one